C(C)(=O)SC1CCC(CC1)CO[Si](C)(C)C(C)(C)C S-(4-(((tert-butyldimethylsilyl) oxy) methyl) cyclohexyl) thioacetate